rac-(2S,4R)-1-[2-(5,6-difluorobenzotriazol-1-yl)-3-methyl-butanoyl]-4-hydroxy-N-methyl-pyrrolidine-2-carboxamide FC1=CC2=C(N(N=N2)C(C(=O)N2[C@@H](C[C@H](C2)O)C(=O)NC)C(C)C)C=C1F |r|